6-Chloro-4-((3-cyclopropyl-2-(N-methylmethanesulfonamido)phenyl)amino)-N-methoxynicotinamide ClC1=NC=C(C(=O)NOC)C(=C1)NC1=C(C(=CC=C1)C1CC1)N(S(=O)(=O)C)C